4-(4-aminobutyl)piperazineamide NCCCCN1CCN(CC1)C(=O)N